4-chloro-6-(6-chloro-5-fluoro-4-methylpyridin-3-yl)-7-methyl-7H-pyrrolo[2,3-d]Pyrimidine ClC=1C2=C(N=CN1)N(C(=C2)C=2C=NC(=C(C2C)F)Cl)C